[7-methoxy-6-[1-(trifluoromethyl)cyclopropyl]imidazo[1,2-b]pyridazin-3-yl]-N-[(3R)-pyrrolidin-3-yl]pyridin-2-amine COC1=CC=2N(N=C1C1(CC1)C(F)(F)F)C(=CN2)C=2C(=NC=CC2)N[C@H]2CNCC2